4-(4-(2,6-difluoro-4-nitrophenoxy)-1-((2-(trimethylsilyl)ethoxy)methyl)-1H-pyrrolo[2,3-b]pyridin-3-yl)-N-(3-methoxypropyl)-N-methylbenzamide FC1=C(OC2=C3C(=NC=C2)N(C=C3C3=CC=C(C(=O)N(C)CCCOC)C=C3)COCC[Si](C)(C)C)C(=CC(=C1)[N+](=O)[O-])F